ethyl 2-(4-(4-amino-5-(4-phenoxyphenyl)-7H-pyrrolo[2,3-d]pyrimidin-7-yl)cyclohexylidene)acetate NC=1C2=C(N=CN1)N(C=C2C2=CC=C(C=C2)OC2=CC=CC=C2)C2CCC(CC2)=CC(=O)OCC